CN(CC(=O)N1CCC(CC1)C=1C=C2C(=C(NC2=CC1)C=1C=C(C=2N(C1)C=CN2)C(C)(C)O)C(C)C)C 2-(dimethylamino)-1-(4-(2-(8-(2-hydroxy-prop-2-yl)imidazo[1,2-a]pyridin-6-yl)-3-isopropyl-1H-indol-5-yl)piperidin-1-yl)ethan-1-one